C(#N)C1=CC(=C(COC2=CC=CC(=N2)C2CCN(CC2)[C@H](C)C2=NC3=C(N2C[C@H]2OCC2)C=C(C=C3)C(=O)O)C=C1)F 2-((R)-1-(4-(6-((4-cyano-2-fluorobenzyl)oxy)pyridin-2-yl)piperidin-1-yl)ethyl)-1-(((S)-oxetan-2-yl)methyl)-1H-benzo[d]imidazole-6-carboxylic acid